FC1=C(C=CC(=C1)SC)NC=1N(C(C=C2CCNC(C12)=O)=O)C 8-((2-fluoro-4-(methylsulfanyl)phenyl)amino)-7-methyl-3,4-dihydro-2,7-naphthyridine-1,6(2h,7h)-dione